tert-butyl (2R,5S)-4-(7-(bicyclo[4.1.0]heptan-1-yl)-6-chloro-1-(2-isopropyl-4-methylpyridin-3-yl)-2-oxo-1,2-dihydropyrido[2,3-d]pyrimidin-4-yl)-2,5-dimethylpiperazine-1-carboxylate C12(CCCCC2C1)C=1C(=CC2=C(N(C(N=C2N2C[C@H](N(C[C@@H]2C)C(=O)OC(C)(C)C)C)=O)C=2C(=NC=CC2C)C(C)C)N1)Cl